10-[(2-methylprop-2-enoyl)oxy]decyl dihydrogen phosphate (10-methacryloyloxydecyl dihydrogen phosphate) C(C(=C)C)(=O)OCCCCCCCCCCOP(=O)(O)O.P(=O)(OCCCCCCCCCCOC(C(=C)C)=O)(O)O